OC=1N=C2N(CC1)CCS2 7-hydroxy-2,3-dihydro-5H-[1,3]thiazolo[3,2-a]pyrimidine